C(C)(C)C=1OC(=CC(C1)=C(C#N)C#N)C=CC1=CC=2C(CCN3CCC(C(C23)=C1)(C)C)(C)C 2-{2-isopropyl-6-[2-(1,1,7,7-tetramethyl-2,3,6,7-tetrahydro-1H,5H-benzo[ij]quinolizin-9-yl)ethenyl]-4H-pyran-4-ylidene}propanedinitrile